Rac-(3r,6s,7s,8as)-6-(benzo[d][1,3]dioxol-5-yl)-3-benzyl-2,7-dimethyl-1,4-dioxooctahydropyrrolo[1,2-a]pyrazine-7-carbonitrile O1COC2=C1C=CC(=C2)[C@H]2[C@](C[C@@H]1N2C([C@H](N(C1=O)C)CC1=CC=CC=C1)=O)(C#N)C |r|